tert-butyl ((9R,12R)-7-(4-(bromomethyl)phenyl)-2,2,9,13-tetramethyl-8,11-dioxo-5-oxa-7,10-diaza-2-silatetradecan-12-yl)carbamate BrCC1=CC=C(C=C1)N(COCC[Si](C)(C)C)C([C@H](NC([C@@H](C(C)C)NC(OC(C)(C)C)=O)=O)C)=O